NC1=C2N=C(N(C2=NC=N1)CCCNC(=O)C(C)(C)OC(C)=O)SC1=CC2=C(OCO2)C=C1C=1OC(=CC1)C Acetic acid 1-(3-{6-amino-8-[6-(5-methyl-furan-2-yl)-benzo[1,3]dioxol-5-ylsulfanyl]-purin-9-yl}-propylcarbamoyl)-1-methyl-ethyl ester